BrC1=C2C=3CC4(OCCO4)CC(C3NC2=C(C(=C1)Cl)Cl)CC(C)(F)F 5-bromo-7,8-dichloro-1-(2,2-difluoropropyl)-1,2,4,9-tetrahydrospiro[carbazole-3,2'-[1,3]dioxolane]